ClC1=CC(=C(C(=N1)C1=C(C=CC=C1)C)C(F)(F)F)NCC1=CC=C(C=C1)OC 6-chloro-N-[(4-methoxyphenyl)methyl]-2-(o-tolyl)-3-(trifluoromethyl)pyridin-4-amine